diethyl (4-((2-methyl-5H-pyrido[3,2-b]indol-5-yl)methyl)benzyl)phosphonate CC=1C=CC=2N(C=3C=CC=CC3C2N1)CC1=CC=C(CP(OCC)(OCC)=O)C=C1